FUROIC ACID C1=COC(=C1)C(=O)O